COC=1C=C(C=C(C1)C(C)(C)C1=CC(=CC(=C1)OC(F)(F)F)OC)NC(=O)C1=CC2=C(S1)C=CC(=C2)C(C)(C)S(=O)(=O)C N-(3-Methoxy-5-(2-(3-methoxy-5-(trifluoromethoxy)phenyl)propan-2-yl)phenyl)-5-(2-(methylsulfonyl)propan-2-yl)benzo[b]thiophen-2-carboxamid